3-(4-fluorophenyl)-2-propenoic acid FC1=CC=C(C=C1)C=CC(=O)O